3-({[(1S)-6-(2-cyclopropylethoxy)-1,2,3,4-tetrahydronaphthalen-1-yl]methyl}amino)pyridine-4-carboxylic acid C1(CC1)CCOC=1C=C2CCC[C@@H](C2=CC1)CNC=1C=NC=CC1C(=O)O